(S) or (R)-4-((methylamino)methyl)-N'-((2,4,5,6-tetrahydro-1H-cyclobuta[f]inden-3-yl)carbamoyl)benzenesulfonimidamide CNCC1=CC=C(C=C1)[S@](=O)(N)=NC(NC1=C2C(=CC=3CCCC13)CC2)=O |o1:9|